dimethyl 2-((1,6-dichloro-2,7-naphthyridin-4-yl) methyl)-2-methylmalonate ClC1=NC=C(C2=CC(=NC=C12)Cl)CC(C(=O)OC)(C(=O)OC)C